ClC=1C=C(C=CC1)[C@@H]1[C@@H](C1)C1=NC2=CC(=CC=C2C(=C1)OC)NCC=1N=C2N(C=C(C=C2N2C(CCC2)=O)C2CC2)C1 |o1:7,&1:8| rac-1-(2-(((2-((7S*,2S*)-2-(3-chlorophenyl)cyclopropyl)-4-methoxyquinolin-7-yl)amino)methyl)-6-cyclopropylimidazo[1,2-a]pyridin-8-yl)pyrrolidin-2-one